(2r,4r)-1-(tert-butoxycarbonyl)-4-((4-phenylthiophen-2-yl)methyl)pyrrolidine-2-carboxylic acid C(C)(C)(C)OC(=O)N1[C@H](C[C@@H](C1)CC=1SC=C(C1)C1=CC=CC=C1)C(=O)O